2-(3,5-bis(trifluoromethyl)phenyl)-3-methyl-6-(trifluoromethyl)-3H-imidazo[4,5-b]pyridine FC(C=1C=C(C=C(C1)C(F)(F)F)C1=NC=2C(=NC=C(C2)C(F)(F)F)N1C)(F)F